1-CHLORO-N-METHYLIMIDAZO[1,2-A][1,7]NAPHTHYRIDINE-6-CARBOXAMIDE ClC1=NC=CC=2C=C(C=3N(C12)C=CN3)C(=O)NC